2-(2-(1'-(3-(3-hydroxypyrrolidin-1-yl)propyl)-[4,4'-biindoline]-1-carbonyl)-6,7-dihydrothiazolo[5,4-c]pyridin-5(4H)-yl)acetic acid OC1CN(CC1)CCCN1CCC=2C(=CC=CC12)C=1C=2CCN(C2C=CC1)C(=O)C=1SC=2CN(CCC2N1)CC(=O)O